O1C=CC(C2=CC=CC=C12)=S thiochromon